C1CC12CCN(CC2)C=2C=1N(C3=CC=C(C=C3N2)C(=O)OC)C=CN1 methyl 4-(6-azaspiro[2.5]octan-6-yl)imidazo[1,2-a]quinoxaline-7-carboxylate